(2-(4-chlorophenyl)pyrazolo[1,5-a]pyrimidin-6-yl)(5-bromo-2-hydroxyphenyl)methanone ClC1=CC=C(C=C1)C1=NN2C(N=CC(=C2)C(=O)C2=C(C=CC(=C2)Br)O)=C1